5-(6-(((1R,3s,5S)-9-azabicyclo[3.3.1]nonan-3-yl)(methyl)amino)pyridazin-3-yl)-6-hydroxy-N,N-dimethylbenzo-furan-2-carboxamide [C@H]12CC(C[C@H](CCC1)N2)N(C2=CC=C(N=N2)C=2C(=CC1=C(C=C(O1)C(=O)N(C)C)C2)O)C